CN(C)CC Dimethylaminoethane